N1N=CN=C1[C@@H]1CN(CC1)C(=O)N1CC2(C1)CC(C2)CC=2C=NN(C2)C(F)(F)F [(3S)-3-(1H-1,2,4-Triazol-5-yl)pyrrolidin-1-yl]-[6-[[1-(trifluoromethyl)pyrazol-4-yl]methyl]-2-azaspiro[3.3]heptan-2-yl]methanone